(R)-1-fluoro-N-((4-((4-(3-fluoroazetidin-1-yl)-1-(phenylthio)butan-2-yl)amino)-3-nitrophenyl)sulfonyl)cyclohexane-1-carboxamide FC1(CCCCC1)C(=O)NS(=O)(=O)C1=CC(=C(C=C1)N[C@@H](CSC1=CC=CC=C1)CCN1CC(C1)F)[N+](=O)[O-]